NCC(=O)NCC1CN(C(O1)=O)C1=CC(=C(C(=C1)F)N1CCN(CC1)C1COC1)F 2-amino-N-((3-(3,5-difluoro-4-(4-(oxetan-3-yl)piperazin-1-yl)phenyl)-2-oxooxazolidin-5-yl)methyl)acetamide